C1NCC2=C(C=CC=C12)CN1C(NC(C2=C1C=CN2)=O)=C=S 1-(Isoindolin-4-ylmethyl)-2-thiocarbonyl-1,2,3,5-tetrahydro-4H-pyrrolo[3,2-d]pyrimidin-4-one